(±)-trans-N-(8-amino-6-(4-methylpyridin-3-yl)-2,7-naphthyridin-3-yl)-2-fluorocyclopropaneCarboxamide NC=1N=C(C=C2C=C(N=CC12)NC(=O)[C@H]1[C@@H](C1)F)C=1C=NC=CC1C |r|